FC=1C=C(C(=O)N)C=CC1 meta-fluorobenzamide